ethyl (Z)-1-(5-(5-((3-(4-aminobutyl)-6-carbamoylthiazolo[4,5-b]pyridin-2(3H)-ylidene)carbamoyl)-1-ethyl-3-methyl-1H-pyrazol-4-yl)pentyl)-3-methyl-1H-pyrazole-5-carboxylate NCCCCN1/C(/SC=2C1=NC=C(C2)C(N)=O)=N/C(=O)C2=C(C(=NN2CC)C)CCCCCN2N=C(C=C2C(=O)OCC)C